C(C([2H])([2H])[2H])(C1(CC2=CC=CC=C2C1)C(=O)N(C)OC)([2H])[2H] 2-(ethyl-d5)-N-methoxy-N-methylindan-2-carboxamide